3-[[(1R)-1-[2-(3,4-difluorophenyl)-3,6-dimethyl-4-oxo-chromen-8-yl]ethyl]amino]-6-methyl-pyridine-2-carbohydrazide FC=1C=C(C=CC1F)C=1OC2=C(C=C(C=C2C(C1C)=O)C)[C@@H](C)NC=1C(=NC(=CC1)C)C(=O)NN